1-(4-aminobutyl)-2-butyl-7-methyl-1H-imidazo[4,5-d]thieno[3,2-b]pyridin-4-amine NCCCCN1C(=NC=2C1=C1C(=NC2N)C=C(S1)C)CCCC